N-(6-amino-5-ethylpyridin-3-yl)-2-(5-methyl-2-(4-(thiazol-5-yl)phenyl)piperidin-1-yl)-2-oxoacetamide NC1=C(C=C(C=N1)NC(C(=O)N1C(CCC(C1)C)C1=CC=C(C=C1)C1=CN=CS1)=O)CC